(2S,5R)-N-{[(2S,4S)-4-(Piperazin-1-ylmethyl)-pyrrolidin-2-yl]methyloxy}-7-oxo-6-(sulfooxy)-1,6-diazabicyclo[3.2.1]octane-2-carboxamide N1(CCNCC1)C[C@H]1C[C@H](NC1)CONC(=O)[C@H]1N2C(N([C@H](CC1)C2)OS(=O)(=O)O)=O